ClC1=C(C(=O)C2=CNC=3N=CN=C(C32)N3CC(CCC3)C(=O)N3CCNCC3)C=CC(=C1)OC1=CC=CC=C1 (1-(5-(2-chloro-4-phenoxybenzoyl)-7H-pyrrolo[2,3-d]pyrimidin-4-yl)piperidin-3-yl)(piperazin-1-yl)methanone